5-((3-methoxyphenoxy)methyl)-1,3,4-thiadiazol-2-amine COC=1C=C(OCC2=NN=C(S2)N)C=CC1